C1(=CC=C(C=C1)C(=O)N)C(=O)N benzene-1,4-diformamide